(S)-N-(1-(3-(2-acetamidoethoxy)-2-chlorophenyl)-1,4,5,7-tetrahydropyrano[3,4-c]pyrazol-4-yl)-5,6,7,8-tetrahydroimidazo[1,5-a]pyridine-1-carboxamide C(C)(=O)NCCOC=1C(=C(C=CC1)N1N=CC2=C1COC[C@H]2NC(=O)C=2N=CN1C2CCCC1)Cl